ethylenediaminetetraacetic acid diacetate C(C)(=O)O.C(C)(=O)O.C(CN(CC(=O)O)CC(=O)O)N(CC(=O)O)CC(=O)O